3-((1-(4-chlorobenzyl)-1H-indol-3-yl)methylene)-5-fluoroindolin-2-one ClC1=CC=C(CN2C=C(C3=CC=CC=C23)C=C2C(NC3=CC=C(C=C23)F)=O)C=C1